C1=CC(=CN=C1)COC(=O)NCC2=CC=C(C=C2)C(=O)NC3=C(C=C(C=C3)F)N The molecule is a member of the class of benzamides that is entinostat in which the hydrogen that is para to the nitrogen of the benzamide moiety has been replaced by a fluorine. It has a role as an EC 3.5.1.98 (histone deacetylase) inhibitor. It is a member of benzamides, a carbamate ester, a primary amino compound, a member of pyridines, a substituted aniline and a member of monofluorobenzenes. It derives from an entinostat.